tert-Butyl (2R,6S)-2-((R)-(3-(benzyloxy)phenyl)(hydroxy)methyl)-6-propyl-piperidine-1-carboxylate C(C1=CC=CC=C1)OC=1C=C(C=CC1)[C@H]([C@@H]1N([C@H](CCC1)CCC)C(=O)OC(C)(C)C)O